N=1NN=NC1C1=CC=C(C=C1)[C@@H]1N(CC[C@H](C1)OCC1CC1)CC1=C2C=CNC2=C(C=C1OC)C 4-(((2r,4r)-2-(4-(2H-tetrazol-5-yl)phenyl)-4-(cyclopropylmethoxy)piperidin-1-yl)methyl)-5-methoxy-7-methyl-1H-indole